1,4-phenylenebis(1-methyl-ethylindene) C1(=CC=C(C=C1)C1C(=CC2=CC=CC=C12)C(C)C)C1C(=CC2=CC=CC=C12)C(C)C